N-[2,4-difluoro-3-(2-{[1-(2-methoxyethyl)piperidin-4-yl]amino}quinazolin-6-yl)phenyl]-6-fluoro-1-hydroxy-2,3-dihydro-1H-indene-4-sulfonamide FC1=C(C=CC(=C1C=1C=C2C=NC(=NC2=CC1)NC1CCN(CC1)CCOC)F)NS(=O)(=O)C=1C=2CCC(C2C=C(C1)F)O